N1N=CC2=CC(=CC=C12)NC1=NC(=NC=C1)C1=CC=C2C=C(NC2=C1)C(=O)N1CCC(CC1)N1CCN(CC1)C (6-(4-((1H-indazol-5-yl)amino)-pyrimidin-2-yl)-1H-indol-2-yl)(4-(4-methyl-piperazin-1-yl)piperidin-1-yl)methanone